ClC=1C(=NC(=NC1)NC1CCOCC1)C1=CC=C2CN(C(C2=C1)=O)CC(=O)NCCC1CCCCC1 2-(6-{5-chloro-2-[(oxacyclohex-4-yl)amino]pyrimidin-4-yl}-1-oxo-2,3-dihydro-1H-isoindol-2-yl)-N-(2-cyclohexylethyl)acetamide